BrC=1C=C2C(N(C=NC2=CC1)C(C(=O)OC)C1=C(C=CC=C1OC)F)=O Methyl 2-(6-bromo-4-oxoquinazolin-3(4H)-yl)-2-(2-fluoro-6-methoxyphenyl)acetate